O(C1=CC=CC=C1)C1=CC=C(C(=O)NCC(=O)N2[C@H]3C[C@]3(C[C@H]2C(=O)OC)COC2OCCCC2)C=C1 methyl (1S,3S,5R)-2-((4-phenoxybenzoyl)glycyl)-5-(((tetrahydro-2H-pyran-2-yl)oxy)-methyl)-2-azabicyclo[3.1.0]hexane-3-carboxylate